NC1=C(C(=NC=N1)N1CC(NCC1)N1CC(NCC1)NC1=CC(=CC(=C1)C(F)(F)F)Cl)F 1'-(6-amino-5-fluoropyrimidin-4-yl)-3-(3-chloro-5-(trifluoromethyl)phenylamino)-1,3'-bipiperazine